ClC=1C=C2C=C(NC2=CC1C1=NC=C(N=C1)OC)CNC(=O)[C@H]1OCC1 (S)-N-((5-chloro-6-(5-methoxypyrazin-2-yl)-1H-indol-2-yl)methyl)oxetane-2-carboxamide